2-isocyanatopropyl-2,6-diisocyanato-hexanoate N(=C=O)C(COC(C(CCCCN=C=O)N=C=O)=O)C